4-[(2R)-3-(3,4-dihydro-1H-isoquinolin-2-yl)-2-hydroxy-propyl]-8-[(3,5-dimethyl-1-piperidyl)methyl]-2,3-dihydro-1,4-benzoxazepin-5-one C1N(CCC2=CC=CC=C12)C[C@H](CN1CCOC2=C(C1=O)C=CC(=C2)CN2CC(CC(C2)C)C)O